5-bromopentyl-sodium BrCCCCC[Na]